N1(C=NC=C1)C(CC)C1=CC=C(C=C1)C1=CC(=C(C=C1)O)O 4'-[1-(1H-Imidazole-1-yl)propyl]biphenyl-3,4-diol